NC1=CC(=C(C=N1)C(C)(C)O)Cl 2-(6-amino-4-chloropyridin-3-yl)propan-2-ol